NCCC1=C(C=CC=C1)O 2-(2-aminoethyl)phenol